1-(5-methoxybenzo[d]oxazol-2-yl)-3,4-diphenyl-1H-pyrazol-5-amine COC=1C=CC2=C(N=C(O2)N2N=C(C(=C2N)C2=CC=CC=C2)C2=CC=CC=C2)C1